3-((S)-2-hydroxy-3-((R)-8-(4-oxo-1-propyl-1,4-dihydroquinolin-3-ylsulfonyl)-1-oxa-8-azaspiro[4.5]dec-3-ylamino)propoxy)-N-methylbenzenesulfonamide O[C@H](COC=1C=C(C=CC1)S(=O)(=O)NC)CN[C@H]1COC2(C1)CCN(CC2)S(=O)(=O)C2=CN(C1=CC=CC=C1C2=O)CCC